2-methyl-2-[5-({3-[4-({1-[(1r,4r)-4-hydroxycyclohexyl]piperidin-4-yl}amino)-1-(2,2,2-trifluoroethyl)-1H-indol-2-yl]prop-2-yn-1-yl}amino)pyridin-2-yl]propanenitrile CC(C#N)(C)C1=NC=C(C=C1)NCC#CC=1N(C2=CC=CC(=C2C1)NC1CCN(CC1)C1CCC(CC1)O)CC(F)(F)F